(S)-N-((R and S)-(3-chloro-4-fluorophenyl)(5-(trifluoro-methyl)-1H-pyrazol-3-yl)methyl)-2-oxoimidazolidine-4-carboxamide ClC=1C=C(C=CC1F)[C@@H](NC(=O)[C@H]1NC(NC1)=O)C1=NNC(=C1)C(F)(F)F |&1:8|